3-(dimethylamino)-1-(9-isopropyl-9H-carbazole-3-yl)prop-2-en-1-one CN(C=CC(=O)C=1C=CC=2N(C3=CC=CC=C3C2C1)C(C)C)C